6-[4-amino-2-(oxetan-3-oxy)phenyl]-7-bromo-5-{3-fluoro-4-[(4-methylpyrimidin-2-yl)oxy]phenyl}-5H-pyrrolo[3,2-d]pyrimidin-4-amine NC1=CC(=C(C=C1)C1=C(C=2N=CN=C(C2N1C1=CC(=C(C=C1)OC1=NC=CC(=N1)C)F)N)Br)OC1COC1